FC1=CC=2N(C=C1)C(=CN2)C2=C1CNC(C1=C(C=C2)NC2=NC=C(C=C2)N2CCC(CC2)(C2N(CCC2)C)O)=O 4-(7-fluoro-imidazo[1,2-a]pyridin-3-yl)-7-((5-(4-hydroxy-4-(1-methylpyrrolidin-2-yl)piperidin-1-yl)pyridin-2-yl)amino)isoindolin-1-one